CC=1N=C(SC1C(F)(F)F)N 4-methyl-5-(trifluoromethyl)thiazol-2-amine